FC(C1=NC=CC(=C1)C1(CC1)C#N)(F)F [2-(trifluoromethyl)-4-pyridinyl]cyclopropanecarbonitrile